C(C1=CC=CC=C1)OC1=CC=C(C=N1)C=1C=C(C=CC1)C1=NC(=NC=C1F)N[C@H]1C[C@H](CCC1)C(=O)OC cis-methyl 3-((4-(3-(6-(benzyloxy)pyridin-3-yl)phenyl)-5-fluoropyrimidin-2-yl)amino)cyclohexane-1-carboxylate